(5-methyl-6-(3-(methyl-d3)-7,8-dihydro-1,6-naphthyridin-6(5H)-yl)pyridazin-3-yl)(pyrrolidin-1-yl)methanone CC=1C=C(N=NC1N1CC=2C=C(C=NC2CC1)C([2H])([2H])[2H])C(=O)N1CCCC1